CC1=C(N)C=CC(=C1)S(F)(F)(F)(F)F 2-methyl-4-(pentafluoro-λ6-sulfaneyl)aniline